C=1([O-])C([O-])=CC=CC1.C=1([O-])C([O-])=CC=CC1.C=1([O-])C([O-])=CC=CC1.[Ti+4] titanium triscatecholate